COC1=C(N)C=C(C=C1C1=NN(C=N1)C)CCN1CCCCC1 2-methoxy-3-(1-methyl-1H-1,2,4-triazol-3-yl)-5-(2-(piperidin-1-yl)ethyl)aniline